1-allyl-4-isopropyl-2-methylcyclohexanol C(C=C)C1(C(CC(CC1)C(C)C)C)O